1-((1s,4s)-4-((5-(imidazo[1,2-b]pyridazin-6-yl)-4-(methylamino)-7H-pyrrolo[2,3-d]pyrimidin-2-yl)amino)-1-methylcyclohexyl)pyrrolidin-2-one N=1C=CN2N=C(C=CC21)C2=CNC=1N=C(N=C(C12)NC)NC1CCC(CC1)(C)N1C(CCC1)=O